C12CCC(CC1)N2CCNC(=O)C=2C=C(C(=NC2)C)NC(=O)C2=NN=C1N2C=CC(=C1)C=1C=NN(C1)C N-(5-((2-(7-azabicyclo[2.2.1]heptan-7-yl)ethyl)carbamoyl)-2-methylpyridin-3-yl)-7-(1-methyl-1H-pyrazol-4-yl)-[1,2,4]triazolo[4,3-a]pyridine-3-carboxamide